C1(=CC=CC=C1)[C@@H]1[C@H](C1)N[C@@H]1CC[C@@H](CC1)N (cis)-N1-((1S,2R)-2-phenylcyclopropyl)cyclohexane-1,4-diamine